IC=1C=C(C=CC1)/C(=C/C(=O)OC(C)(C)C)/C tert-butyl (E)-3-(3-iodophenyl)but-2-enoate